CN(CCC1=CNC2=CC=CC=C12)C N,N-dimethyl-1H-indol-3-ethylamine